C(C)O[Si](C)(CCCOCC1CO1)OCC diethoxy(3-glycidoxypropyl)methyl-silane